CC(CC(=O)[O-])CC 3-METHYL-PENTANOATE